(2-((1S,3r)-3-(methoxymethyl)cyclopentyl)quinolin-6-yl)methanol naphthalene-2,7-disulfonate C1=C(C=CC2=CC=C(C=C12)S(=O)(=O)O)S(=O)(=O)O.COC[C@H]1C[C@H](CC1)C1=NC2=CC=C(C=C2C=C1)CO